methylal methacrylate C(C(=C)C)(=O)O.COCOC